(S)-5-cyclopropyl-2-(4-fluorophenyl)-3,4-dihydro-2H-pyrrole C1(CC1)C=1CC[C@H](N1)C1=CC=C(C=C1)F